trans-tert-butyl (3R,5R)-3-fluoro-5-hydroxypiperidine-1-carboxylate Di-tert-butyl-dicarbonate C(C)(C)(C)OC(=O)OC(=O)OC(C)(C)C.F[C@H]1CN(C[C@@H](C1)O)C(=O)OC(C)(C)C